FC1=C(C=CC=C1C[C@@H]1N(CC2(CC2)[C@@H]1NS(=O)(=O)CF)C(=O)NC[C@@H](C)F)C1=CC=CC=C1 (6S,7S)-6-((2-fluoro-[1,1'-biphenyl]-3-yl)methyl)-7-((fluoromethyl)sulfonylamino)-N-((R)-2-fluoropropyl)-5-azaspiro[2.4]heptane-5-carboxamide